tri-[2-(penta-fluoro-phenyl)-propyl]-aluminum FC1=C(C(=C(C(=C1C(C[Al](CC(C)C1=C(C(=C(C(=C1F)F)F)F)F)CC(C)C1=C(C(=C(C(=C1F)F)F)F)F)C)F)F)F)F